ethyl 2-(5-(5-hydroxy-2-methoxyphenyl)pyridin-3-yl)-2-oxoacetate OC=1C=CC(=C(C1)C=1C=C(C=NC1)C(C(=O)OCC)=O)OC